C1(CCCCC1)CNCCN N-cyclohexylmethyl-1,2-ethylenediamine